[I].[I].[I].C(C)(C)(C)NC(=O)C1=NC(=NC(=C1)N1CCCCC1)N1C=NC=C1 N-(tert-butyl)-2-(1H-imidazol-1-yl)-6-(piperidin-1-yl)pyrimidine-4-carboxamide triiodine